C(C(=C)C)(=O)OCCN(C)C Dimethylaminoethyl Methacrylate